N-[2'-amino-5'-(3,4-dimethoxyphenyl)-2,3'-bipyridin-5-yl]-5-(4-methylphenyl)-4-oxo-1-(tetrahydro-2H-pyran-4-ylmethyl)-1,4-dihydropyridine-3-carboxamide mesylate salt S(C)(=O)(=O)O.NC1=NC=C(C=C1C1=NC=C(C=C1)NC(=O)C1=CN(C=C(C1=O)C1=CC=C(C=C1)C)CC1CCOCC1)C1=CC(=C(C=C1)OC)OC